dimethylisoxazol-3-yl sulfone CC1=C(C(=NO1)S(=O)(=O)C1=NOC(=C1C)C)C